5-O-(tetraacetyl-β-D-glucopyranosyl)gentisic acid C(C)(=O)[C@@]1([C@@]([C@]([C@@](O[C@@H]1CO)(OC1=CC=C(C(C(=O)O)=C1)O)C(C)=O)(O)C(C)=O)(O)C(C)=O)O